CN(C(C1=CC(=CC(=C1)C(F)(F)F)C(F)(F)F)=O)C1=NC=C(C(=N1)C1=CC=C(C=C1)[N+](=O)[O-])C N-methyl-N-(5-methyl-4-(4-nitrophenyl)pyrimidin-2-yl)-3,5-bis(trifluoromethyl)benzamide